tert-Butyl (3R)-3-[[(3,5-dimethyl-2-pyridyl)methyl-methyl-amino]methyl]-5-(3-oxomorpholin-4-yl)-3,4-dihydro-1H-isoquinoline-2-carboxylate CC=1C(=NC=C(C1)C)CN(C)C[C@@H]1N(CC2=CC=CC(=C2C1)N1C(COCC1)=O)C(=O)OC(C)(C)C